naphthalene-1-yl perfluorobutyl-sulfonate FC(C(C(C(F)(F)F)(F)F)(F)F)(S(=O)(=O)OC1=CC=CC2=CC=CC=C12)F